CC1=CC=C(C=C1)S(=O)(=O)O[C@@H](CO[Si](C)(C)C(C)(C)C)C1=NC=CC=C1 [(1R)-2-[tert-butyl(dimethyl)silyl]oxy-1-(2-pyridyl)ethyl] 4-methylbenzenesulfonate